2-formyl-3-hydroxybenzoic acid C(=O)C1=C(C(=O)O)C=CC=C1O